(S)-2,2,2-trifluoro-1-((S)-pyrrolidin-2-yl)ethan-1-ol FC([C@@H](O)[C@H]1NCCC1)(F)F